C(C=C)OC1COC(OC1)C1=CC=CC=C1 5-(allyloxy)-2-phenyl-1,3-dioxane